[Si](C)(C)(C(C)(C)C)OCCCC=1N=C(C(N(C1)C1=CC=C(C=C1)F)=O)C=1C=NN(C1)CC1=CC=C(C=C1)OC 5-(3-((tert-butyldimethylsilyl)oxy)propyl)-1-(4-fluorophenyl)-3-(1-(4-methoxybenzyl)-1H-pyrazol-4-yl)pyrazin-2(1H)-one